NCCCCCCCCCCCCCCN(C(=O)C1CN(CCC1)C1=CN=CC2=CC=CC=C12)C=1C=CC(N(C1)CC(=O)O)=O 2-{5-[N-(14-aminotetradecyl)1-(isoquinolin-4-yl)piperidine-3-amido]-2-oxopyridin-1-yl}acetic acid